ClC=1C=CC2=C(C(C[C@@H](O2)C(=O)N[C@H]2[C@@H]3C[C@H]([C@H](C2)C3)NC(OCC3=CC=CC=C3)=O)=O)C1 |o1:13,14,16,17| benzyl [(1S*,2R*,4S*,5R*)-5-{[(2R)-6-chloro-4-oxo-3,4-dihydro-2H-1-benzopyran-2-carbonyl]amino}bicyclo[2.2.1]heptan-2-yl]carbamate